C(C)(C)(C)OC(=O)N1N=CC2=CC(=CC=C12)C#CC1=NC(=NC=C1)C1=NC(=NC=C1)N1CC=2C=NC(=CC2C1)OCCOC tert-Butyl-5-((2'-(6-(2-methoxyethoxy)-1,3-dihydro-2H-pyrrolo[3,4-c]pyridin-2-yl)-[2,4'-bipyrimidin]-4-yl)ethynyl)-1H-indazole-1-carboxylate